(2-chloro-3-((3,5-dimethyl-4-oxo-3,4-dihydroquinazolin-6-yl)amino)-4-fluorophenyl)-carbamic acid tert-butyl ester C(C)(C)(C)OC(NC1=C(C(=C(C=C1)F)NC=1C(=C2C(N(C=NC2=CC1)C)=O)C)Cl)=O